6-chloro-5-fluoro-3,4-dimethyl-2H-2,7-naphthyridin-1-one ClC=1C(=C2C(=C(NC(C2=CN1)=O)C)C)F